O([C@@H]1[C@@H](O)[C@@H](O)[C@H](O)[C@H](O1)CO)CC=C allyl α-D-mannopyranoside